4-Methyl-N-((S)-1-oxo-3-phenyl-1-(((S,E)-5-phenyl-1-(pyrimidin-2-yl)pent-1-en-3-yl)amino)propan-2-yl)piperazine-1-carboxamide CN1CCN(CC1)C(=O)N[C@H](C(N[C@H](/C=C/C1=NC=CC=N1)CCC1=CC=CC=C1)=O)CC1=CC=CC=C1